The molecule is an aryl sulfide having two 5-chloro-2-hydroxyphenyl groups attached to sulfur; an antiinfective drug mostly used in veterinary medicine. It has a role as an antiinfective agent and a drug allergen. It is an aryl sulfide, a member of monochlorobenzenes, a polyphenol and a bridged diphenyl antifungal drug. C1=CC(=C(C=C1Cl)SC2=C(C=CC(=C2)Cl)O)O